6-[3-[3,3-difluoro-1-(4-methyl-1,2,4-triazol-3-yl)cyclobutyl]phenyl]-2-[[(3S)-3-methyl-1-piperidinyl]methyl]-4-(trifluoromethyl)-1H-pyrrolo[2,3-c]pyridin-7-one FC1(CC(C1)(C1=NN=CN1C)C=1C=C(C=CC1)N1C(C2=C(C(=C1)C(F)(F)F)C=C(N2)CN2C[C@H](CCC2)C)=O)F